4-(cyclohexylamino)-3-(2-(2-hydroxyethyl)-2H-tetrazol-5-yl)-N-methylbenzenesulfonamide C1(CCCCC1)NC1=C(C=C(C=C1)S(=O)(=O)NC)C=1N=NN(N1)CCO